4-nitrophenyl 5-((bis(1-((propoxycarbonyl)oxy)ethoxy)phosphoryl)difluoromethyl)benzo[b]thiophene-2-carboxylate C(CC)OC(=O)OC(C)OP(=O)(OC(C)OC(=O)OCCC)C(C1=CC2=C(SC(=C2)C(=O)OC2=CC=C(C=C2)[N+](=O)[O-])C=C1)(F)F